N1N=NN=C1C1=C2C(=CNC2=CC=C1)CCN(C)C 2-(4-(1H-tetrazol-5-yl)-1H-indol-3-yl)-N,N-dimethylethan-1-amine